C1(=CC=CC=C1)C=1N=C(SC1)N1CCN(CC1)C(=O)C1=C(C=C(C=C1)C(F)(F)F)NS(=O)(=O)C=1C=NC=CC1 N-(2-(4-(4-phenylthiazol-2-yl)piperazine-1-carbonyl)-5-(trifluoromethyl)phenyl)pyridine-3-sulfonamide